C1(CCCCC1)C=1C=C(OC2=CC=C(N)C=C2)C=CC1 4-(3-cyclohexylphenoxy)aniline